N-(4-fluoro-3-((2-((1-methyl-1H-pyrazol-4-yl)amino)-5-(5-methylpyridin-3-yl)pyrimidin-4-yl)amino)phenyl)acrylamide FC1=C(C=C(C=C1)NC(C=C)=O)NC1=NC(=NC=C1C=1C=NC=C(C1)C)NC=1C=NN(C1)C